ClC=1C=C(C=CC1F)C(C=1NC(=CN1)CO)NC1=NC(=C(C=C1)F)C 2-((3-chloro-4-fluorophenyl)((5-fluoro-6-methylpyridin-2-yl)amino)methyl)-5-(hydroxymethyl)-1H-imidazole